(1-((3-(3-bromo-2-methylphenyl)-1,2,4-oxadiazol-5-yl)methyl)piperidin-4-yl)methanol BrC=1C(=C(C=CC1)C1=NOC(=N1)CN1CCC(CC1)CO)C